Mono-n-butyldiethanolamine C(CCC)N(CCO)CCO